CC=1C(=NC=CN1)C1=NN2C(NC(=CC2=O)C=CCCCCCCC)=C1C(=O)N1C(C(C1)CF)C 2-(3-methylpyrazin-2-yl)-3-[3-(fluoromethyl)-2-methyl-azetidine-1-carbonyl]-5-[non-1-enyl]-4H-pyrazolo[1,5-a]pyrimidin-7-one